1-cyclopentyl-1H-pyrazolo[3,4-d]-pyrimidin-4(5H)-one C1(CCCC1)N1N=CC2=C1N=CNC2=O